tert-Butyl 2-[({5-chloro-7-oxo-7,8-dihydro-6H-spiro[[1,3]oxazolo[5,4-f]quinazoline-9,1'-cyclohexane]-2-ylmethyl}amino)methyl]piperidine-1-carboxylate ClC=1C=C2C(=C3C1NC(NC31CCCCC1)=O)OC(=N2)CNCC2N(CCCC2)C(=O)OC(C)(C)C